monophosphate potassium salt [K+].P(=O)([O-])([O-])[O-].[K+].[K+]